ClC1=NC(=CC(=N1)NC1C(C2CCC1CC2)C(=O)OC)C2=COC=C2 (+/-)-trans-methyl 3-((2-chloro-6-(furan-3-yl)pyrimidin-4-yl)amino)bicyclo[2.2.2]octane-2-carboxylate